1-(2,2,2-trifluoroethyl)pyrazole-3-carboxamide FC(CN1N=C(C=C1)C(=O)N)(F)F